((6-((4-tert-butyldiphenylsilyloxy-butyl)(ethyl-d5)amino)undecane-1,11-diyl)bis(sulfanediyl))bis-(octane-1,2-diyl) bis(3-cyclohexylpropanoate) C1(CCCCC1)CCC(=O)OC(CSCCCCCC(CCCCCSCC(CCCCCC)OC(CCC1CCCCC1)=O)N(C(C([2H])([2H])[2H])([2H])[2H])CCCCO[Si](C1=CC=CC=C1)(C1=CC=CC=C1)C(C)(C)C)CCCCCC